tin(II) dilaurate C(CCCCCCCCCCC)(=O)[O-].C(CCCCCCCCCCC)(=O)[O-].[Sn+2]